C(=C)[Si](Br)(Br)Br vinyl-tribromosilane